C(C)(C)(C)OC(NCCC1=C(C2=C(CC(O2)(C2CCC3(OCCO3)CC2)C)C(=C1)C)Cl)=O (2-(7-Chloro-2,4-dimethyl-2-(1,4-dioxaspiro[4.5]dec-8-yl)-2,3-dihydrobenzofuran-6-yl)ethyl)carbamic acid tert-butyl ester